6-(3-ethylbenzyl)-5-oxo-1,4,5,6-tetrahydropyrido[3,4-C][1,8]naphthyridine-3(2H)-carboxylic acid tert-butyl ester C(C)(C)(C)OC(=O)N1CC=2C(N(C=3N=CC=CC3C2CC1)CC1=CC(=CC=C1)CC)=O